2-(4-(2-(4-(4,4-dimethyl-4,5-dihydrooxazol-2-yl)phenyl)furo[3,2-b]pyridin-7-yl)pyridin-2-yl)propan-2-ol CC1(N=C(OC1)C1=CC=C(C=C1)C1=CC2=NC=CC(=C2O1)C1=CC(=NC=C1)C(C)(C)O)C